ClC1=C(C=C2C(=NNC2=C1)C=1C=C(C(=NC1)N1CC(C1)(N(C)C)C)S(=O)(=O)C)O[C@H](C)C1=C(C=NC=C1Cl)Cl (R)-1-(5-(6-chloro-5-(1-(3,5-dichloropyridin-4-yl)ethoxy)-1H-indazol-3-yl)-3-(methylsulfonyl)pyridin-2-yl)-N,N,3-trimethylazetidin-3-amine